COC1=NC=C(C=C1NS(=O)(=O)C=1C=NC=CC1C)C=1C=CC=2N=CN=C(C2N1)N1CCN(CC1)C(\C=C\C(C)=O)=O (E)-N-(2-methoxy-5-(4-(4-(4-oxopent-2-enoyl)piperazin-1-yl)pyrido[3,2-d]pyrimidin-6-yl)pyridin-3-yl)-4-methylpyridine-3-sulfonamide